2-(6,8-dihydro-5H-[1,2,4]triazolo[4,3-a]pyrazin-7-yl)-N-[1-(1H-indol-3-ylmethyl)pentyl]thiazole-5-carboxamide N=1N=CN2C1CN(CC2)C=2SC(=CN2)C(=O)NC(CCCC)CC2=CNC1=CC=CC=C21